CC(C)(COP(=O)(O)O)[C@H](C(=O)NCCC(=O)O)O D-4'-phosphopantothenate